5-bromo-2-fluoro-3-Methyl-1-toluenesulfonyl-1H-pyrrolo[2,3-b]pyridine BrC=1C=C2C(=NC1)N(C(=C2C)F)S(=O)(=O)CC2=CC=CC=C2